(R)-4-(2-(6-chloro-1H-pyrrolo[2,3-b]pyridin-4-yl)-6-(1-(methylsulfonyl)piperidin-4-yl)pyrimidin-4-yl)-3-methylmorpholine ClC1=CC(=C2C(=N1)NC=C2)C2=NC(=CC(=N2)N2[C@@H](COCC2)C)C2CCN(CC2)S(=O)(=O)C